tert-butyl 2-{[(4-bromopyridin-3-yl)oxy]methyl}-4-methylazetidine-1-carboxylate BrC1=C(C=NC=C1)OCC1N(C(C1)C)C(=O)OC(C)(C)C